3-amino-N-(isoquinolin-4-yl)-6-(trifluoromethyl)picolinamide NC=1C(=NC(=CC1)C(F)(F)F)C(=O)NC1=CN=CC2=CC=CC=C12